CC1(COCCC1NC=1N=NC(=C2C1C=NC=C2)C2=C(C=CC=C2)O)C (4-((3,3-dimethyltetrahydro-2H-pyran-4-yl)amino)pyrido[3,4-d]pyridazin-1-yl)phenol